C(C=C)(=O)NCCN(C(C=C)=O)CCNC(C=C)=O N,N-Bis(2-acrylamidoethyl)acrylamid